COC1=CC=C(CNC(/C=C/C(=O)N[C@@H](CC(C)C)OB(O)O)=O)C=C1 (R,E)-(1-(4-((4-methoxybenzyl)amino)-4-oxobut-2-enamido)-3-methylbutyl)boric acid